2-[3-(4-amino-4-methylpiperidine-1-carbonyl)-5,6-dihydrocyclopenta[c]pyrazol-1(4H)-yl]-1-[4-(2,3-dimethylphenyl)piperazin-1-yl]ethan-1-one NC1(CCN(CC1)C(=O)C=1C2=C(N(N1)CC(=O)N1CCN(CC1)C1=C(C(=CC=C1)C)C)CCC2)C